(6aR,9R)-5-bromo-N-((R)-sec-butyl)-7-propyl-4,6,6a,7,8,9-hexahydroindolo[4,3-fg]quinoline-9-carboxamide BrC=1NC2=CC=CC=3C4=C[C@H](CN([C@@H]4CC1C32)CCC)C(=O)N[C@H](C)CC